methyl-glucose sesquioleate C(CCCCCCC\C=C/CCCCCCCC)(=O)O.CC(=O)[C@H](O)[C@@H](O)[C@H](O)[C@H](O)CO.C(CCCCCCC\C=C/CCCCCCCC)(=O)O.C(CCCCCCC\C=C/CCCCCCCC)(=O)O.CC(=O)[C@H](O)[C@@H](O)[C@H](O)[C@H](O)CO